[5-(trifluoromethyl)-2-[2-(trifluoromethyl)pyrimidin-5-yl]Pyridin-4-yl]Methylamine hydrochloride Cl.FC(C=1C(=CC(=NC1)C=1C=NC(=NC1)C(F)(F)F)CN)(F)F